COC1=C(C(=NC=C1C)CNC1=NC2=C(N1CCC1=CC=CC=C1)C=CC(=C2)C(=O)OC)C Methyl 2-(((4-methoxy-3,5-dimethylpyridin-2-yl)methyl)amino)-1-phenethyl-1H-benzo[d]imidazole-5-carboxylate